2-((1-(5-chloropyrimidin-2-yl)piperidin-4-ylmethoxy)pyrimidin-5-yl)-2H-benzo[d][1,3]oxathiole 3,3-dioxide ClC=1C=NC(=NC1)N1CCC(CC1)COC1=NC=C(C=N1)C1OC2=C(S1(=O)=O)C=CC=C2